(S)-3-methyl-1-(4-(4-(1-(pentan-3-yl)-1H-pyrazol-4-yl)pyrazolo[1,5-a]pyrazin-6-yl)-1H-pyrazol-1-yl)butane-2,3-diol CC([C@H](CN1N=CC(=C1)C=1N=C(C=2N(C1)N=CC2)C=2C=NN(C2)C(CC)CC)O)(C)O